Cl.C1(CC1)NC[C@H]1CN(C[C@H]1F)C1=C(C=C2C(C(=[14CH]N(C2=C1OC)CCF)C(=O)O)=O)F 7-[(3S,4S)-3-{(cyclopropylamino)methyl}-4-fluoropyrrolidin-1-yl]-6-fluoro-1-(2-fluoroethyl)-8-methoxy-4-oxo-1,4-dihydro[2-14C1]quinoline-3-carboxylic acid hydrochloride